C(C)(=O)N1C(CCC1)COC1N(CC2=CC=C(C=C12)F)C1=C(C(NN=C1)=O)C(F)(F)F 5-[(1-acetylpyrrolidin-2-yl)methoxy-6-fluoro-2,3-dihydro-1H-isoindol-2-yl]-4-(trifluoromethyl)-2,3-dihydropyridazin-3-one